N-methyl-7-oxa-2,4,11,12,13,22,26-heptazahexacyclo[18.6.2.23,6.214,17.011,15.024,28]dotriaconta-1(27),3(32),4,6(31),12,14,16,20,22,24(28),25,29-dodecaen-18-yn-23-amine CNC1=NC=C2C#CC3=CC4=C(N=NN4CCCOC=4C=NC(NC=5N=CC1=C2C5)=CC4)C=C3